(3S,4S)-pentane-3,4-diol CC[C@@H]([C@H](C)O)O